C(C)(C)(C)C1N(CCC(C1)OC=1C=C2C(NC=NC2=CC1C(F)(F)F)=O)C(=O)O tert-butyl-4-((4-oxo-7-(trifluoromethyl)-3,4-dihydroquinazolin-6-yl)oxy)piperidine-1-carboxylic acid